(2S)-N-(5-(2,4-difluorophenoxy)pyrazin-2-yl)-2-(4-(3-(hydroxymethyl)-4,5,6,7-tetrahydro-[1,2,3]triazolo[1,5-a]pyridine-5-carbonyl)-3,3-dimethylpiperazin-1-yl)propanamide FC1=C(OC=2N=CC(=NC2)NC([C@H](C)N2CC(N(CC2)C(=O)C2CC=3N(CC2)N=NC3CO)(C)C)=O)C=CC(=C1)F